CC1(C2C(CC1CC2)=O)C 7,7-dimethyl-2-oxobicyclo[2.2.1]heptan